C(C)OC(C(C(=O)OCC)=CNC1=C(C=CC=C1)C(C)CC(C)C)=O ({[2-(4-Methylpent-2-yl)phenyl]amino}methylene)malonic acid diethyl ester